C(C=C)(=O)N1CC2(C1)CC(C2)CN2C1=C(N(C([C@H](CC2)NC2=C(C#N)C(=CC(=N2)C)C(F)(F)F)=O)C)C=CC=C1 (S)-2-((6-((2-propenoyl-2-azaspiro[3.3]heptan-6-yl)methyl)-1-methyl-2-oxo-1,2,3,4,5,6-hexahydrobenzo[b][1,4]diazocine-3-yl)amino)-6-methyl-4-(trifluoromethyl)nicotinonitrile